9-Methoxytetrazolo[1,5-a]quinoline-4-carboxylic acid ethyl ester C(C)OC(=O)C=1C=2N(C3=C(C=CC=C3C1)OC)N=NN2